ClC1(C(OC2=C(C(=O)NOC3=CC(=CC=C3)C(F)(F)F)C=C(C=C2)OC2=C(C=CC=C2)C(F)(F)F)C=CC=C1)OC 2-(2-chloro-2-methoxyphenoxy)-N-(3-trifluoromethylphenoxy)-5-(trifluoromethylphenoxy)benzamide